C1=NC(=C2C(=N1)N(C=N2)[C@H]3[C@@H]([C@@H]([C@H](O3)COP(=O)([O-])OP(=O)([O-])OCC(C(=O)[O-])O)O)O)N The molecule is trianion of 3-ADP-glyceric acid arising from deprotonation of phosphate and carboxy groups; major species at pH 7.3. It is a hydroxy monocarboxylic acid anion and an organophosphate oxoanion. It is a conjugate base of a 3-ADP-glyceric acid.